COC(=O)C1=NN(C=N1)CC1CC(C1)C(F)(F)F 1-(((1r,3r)-3-(trifluoromethyl)cyclobutyl)methyl)-1H-1,2,4-triazole-3-carboxylic acid methyl ester